C(C1=CC=CC=C1)OC(=O)N1CCC(CC1)=C(C1=CC=CC=C1)C1=CC(=CC=C1)OCCNC(=O)OC(C)(C)C 4-((3-(2-((tert-butoxycarbonyl)amino)ethoxy)phenyl)(phenyl)methylene)piperidine-1-carboxylic acid benzyl ester